FC1=NC(=CC=C1N1CCN(CC1)CC=1C=CC=2C=3C(C(NC2C1F)=O)=CN(N3)C)C(NC)=O 7-((4-(2-fluoro-6-(methylcarbamoyl)pyridin-3-yl)piperazin-1-yl)methyl)-6-fluoro-2-methyl-2,5-dihydro-4H-pyrazolo[4,3-c]quinolin-4-one